ClC1=C2C(=NC=C1C=1C=C(C=CC1)N1C(CN(CC1)C(CCCCCCCOC1=CC=C3CN(C(C3=C1)=O)C1C(NC(CC1)=O)=O)=O)=O)NC=C2CC 3-(6-((8-(4-(3-(4-chloro-3-ethyl-1H-pyrrolo[2,3-b]pyridin-5-yl)phenyl)-3-oxopiperazin-1-yl)-8-oxooctyl)oxy)-1-oxoisoindolin-2-yl)piperidine-2,6-dione